N-((7-methoxy-4,4-dimethylchroman-8-yl)sulfonyl)-5-(pyridin-2-yl)quinoline-2-carboxamide COC1=CC=C2C(CCOC2=C1S(=O)(=O)NC(=O)C1=NC2=CC=CC(=C2C=C1)C1=NC=CC=C1)(C)C